glycidyl n-butyl ether CCCCOCC1CO1